CN1C2=C(C=3C=CC(=CC13)C=1C=NC(=CC1)OC1CC(C1)OC=1C=NC(=CC1)C#CCCCO[Si](C(C)C)(C(C)C)C(C)C)C=NC=C2 5-methyl-7-(6-((1r,3r)-3-((6-(5-((triisopropyl-silyl)oxy)pent-1-yn-1-yl)pyridin-3-yl)oxy)cyclobutoxy)pyridin-3-yl)-5H-pyrido[4,3-b]indole